3-(6-(Cyclopropyl(tetrahydro-2H-pyran-4-yl)amino)-1-methyl-1H-pyrazolo[4,3-c]pyridin-3-yl)-2,6-difluoro-5-(trifluoromethyl)phenol C1(CC1)N(C1=CC2=C(C=N1)C(=NN2C)C=2C(=C(C(=C(C2)C(F)(F)F)F)O)F)C2CCOCC2